(2S)-2-amino-N-(4-((R or S)-2-hydroxy-1-((S)-2-oxo-4-(trifluoromethyl)imidazolidin-1-yl)ethyl)pyridin-2-yl)-2-((1r,4S)-4-methylcyclohexyl)acetamide hydrochloride salt Cl.N[C@H](C(=O)NC1=NC=CC(=C1)[C@H](CO)N1C(N[C@@H](C1)C(F)(F)F)=O)C1CCC(CC1)C |o1:12|